2-(4-(7-(6-amino-4-methyl-3-(trifluoromethyl)pyridin-2-yl)-6-chloro-2-((1-methylpyrrolidin-2-yl)methoxy)quinazolin-4-yl)-1-(2-fluoroacryloyl)piperazin-2-yl)acetonitrile NC1=CC(=C(C(=N1)C1=C(C=C2C(=NC(=NC2=C1)OCC1N(CCC1)C)N1CC(N(CC1)C(C(=C)F)=O)CC#N)Cl)C(F)(F)F)C